(dimethyl-siloxy)silan C[SiH](O[SiH3])C